[K].OC1=C(N(S(C2=C1C=CC=C2)(=O)=O)C)C(=O)NN 4-hydroxy-2-methyl-2H-1,2-benzothiazine-3-formhydrazide-1,1-dioxide potassium salt